ClC1=NC=C(C(=N1)N1N=C(N=C1)C#N)F 1-(2-chloro-5-fluoropyrimidin-4-yl)-1H-1,2,4-triazole-3-carbonitrile